NC1=NC=C(C=N1)C#CC=1C(=C(C=CC1F)NS(=O)(=O)C=1C(=NC=C(C1)Cl)NC)F N-(3-((2-aminopyrimidin-5-yl)ethynyl)-2,4-difluorophenyl)-5-chloro-2-(methylamino)pyridine-3-sulfonamide